(R)-ethyl 2-(2-((6-bromo-2,3-dihydro-1H-inden-1-yl)oxy)-4-methylphenyl)acetate BrC1=CC=C2CC[C@H](C2=C1)OC1=C(C=CC(=C1)C)CC(=O)OCC